5-[[2-(2-hydroxyethylamino)pyrimidin-5-yl]sulfonylamino]thiazole-4-carboxylic acid OCCNC1=NC=C(C=N1)S(=O)(=O)NC1=C(N=CS1)C(=O)O